(4-hydroxy-4-methylcyclohexyl)nicotinamide OC1(CCC(CC1)C1=C(C(=O)N)C=CC=N1)C